OCC(CC)NS(=O)(=O)C1=CC(=CC=C1)C(=O)N1CC2(C3=CC(=CC=C13)NS(=O)(=O)C)CCCCC2 N-(1-hydroxybutan-2-yl)-3-(5'-(methylsulfonamido)spiro[cyclohexane-1,3'-indoline]-1'-carbonyl)benzenesulfonamide